N-(4'-chloro-[1,1'-biphenyl]-3-yl)-1-(3-ethoxy-4-hydroxybenzyl)piperidine-4-carboxamide ClC1=CC=C(C=C1)C1=CC(=CC=C1)NC(=O)C1CCN(CC1)CC1=CC(=C(C=C1)O)OCC